OCC1CCC2=NN=C(N21)C2=CC=CC(=N2)N2CC=1C=NC(=CC1C2=O)N(C)C(C)C 2-(6-(5-(hydroxymethyl)-6,7-dihydro-5H-pyrrolo[2,1-c][1,2,4]triazole-3-yl)pyridin-2-yl)-6-(isopropyl(methyl)amino)-1-oxo-2,3-dihydro-1H-pyrrolo[3,4-c]pyridine